C(C)(C)(C)C1=CC=C(C=C1)C=1C=2N(C3=CC=C(C=C3N1)NS(=O)(=O)C)C=CC2 N-(4-(4-(tert-butyl)phenyl)pyrrolo[1,2-a]quinoxalin-7-yl)methanesulfonamide